(9S,13S,14S)-3-hydroxy-17-benzylmorphinan OC=1C=CC=2C[C@H]3[C@H]4CCCC[C@]4(C2C1)CCN3CC3=CC=CC=C3